N1=NCOC2(C1=C1C=CC=CC1=C2)C(=O)O Indeno[1,2-e][1,3,4]oxadiazine-4a(3H)-carboxylic acid